lithium 2,6-di-tert-butyl-benzene-1,4-disulfonate C(C)(C)(C)C1=C(C(=CC(=C1)S(=O)(=O)[O-])C(C)(C)C)S(=O)(=O)[O-].[Li+].[Li+]